C(C)(C)(C)N1CCC2(CC1)CC1=C(C=NC(=C1)C)C2=O tert-butyl-3-methyl-7-oxo-spiro[5H-cyclopenta[c]pyridine-6,4'-piperidine]